ClC1=C(N=C2C=C(C(=NC2=C1Cl)C=1C=CC(=NC1)P1(CCOCC1)=O)F)C 4-[5-(7,8-dichloro-3-fluoro-6-methyl-1,5-naphthyridin-2-yl)pyridin-2-yl]-1,4lambda5-oxaphosphinan-4-one